C1(CC1)CN(C1=CC(N(C=2C=CC(=NC12)C#N)C)=O)C1=CC=C(C=C1)OCC(F)(F)F 8-((cyclopropylmethyl)(4-(2,2,2-trifluoroethoxy)phenyl)amino)-5-methyl-6-oxo-5,6-dihydro-1,5-naphthyridine-2-carbonitrile